2-(4-cyclopropyl-6-methoxy-pyrimidin-5-yl)-6-[[4-[5-methoxy-3-(trifluoromethyl)pyrazol-1-yl]phenyl]methoxy]-7H-purine C1(CC1)C1=NC=NC(=C1C1=NC(=C2NC=NC2=N1)OCC1=CC=C(C=C1)N1N=C(C=C1OC)C(F)(F)F)OC